C1(CC1)C=1C2=C(C(N(C1)C1=CC(=CC=C1)C1(CC(C1)O)C1=NN=CN1C)=O)NC(=C2)CN2C[C@H](CCC2)C 4-cyclopropyl-6-[3-[3-hydroxy-1-(4-methyl-1,2,4-triazol-3-yl)cyclobutyl]phenyl]-2-[[(3S)-3-methylpiperidin-1-yl]methyl]-1H-pyrrolo[2,3-c]pyridin-7-one